FC1=C(C(=CC=C1)OC)N1N=C2C(=CC1=O)NN=C2C2=CC=C(C=C2)N2CC(N(CC2)C)CO 5-(2-Fluoro-6-methoxyphenyl)-3-(4-(3-(hydroxymethyl)-4-methylpiperazin-1-yl)phenyl)-1H-pyrazolo[4,3-c]pyridazin-6(5H)-on